2-Di-tert-butylphosphino-3,6-dimethoxy-2',4',6'-triisopropyl-1,1-biphenyl C(C)(C)(C)P(C1=C(C(=CC=C1OC)OC)C1=C(C=C(C=C1C(C)C)C(C)C)C(C)C)C(C)(C)C